phthalazin-1-amine C1(=NN=CC2=CC=CC=C12)N